5-glucosylhydroxycytidine C1([C@H](O)[C@@H](O)[C@H](O)[C@H](O1)CO)C=1C(=NC(N([C@]2([C@H](O)[C@H](O)[C@@H](CO)O2)O)C1)=O)N